tertiary Butyl-Hydroquinone C(C)(C)(C)C1=C(O)C=CC(=C1)O